C(C)(CC)NC1(CCCCC1)NC(C)CC bis(sec-butylamino)cyclohexane